2-{4-[3-(4-chloro-6-methoxy-1,5-dimethyl-1H-indole-2-amido)oxetan-3-yl]-3-fluorophenyl}acetic acid ClC1=C2C=C(N(C2=CC(=C1C)OC)C)C(=O)NC1(COC1)C1=C(C=C(C=C1)CC(=O)O)F